cis-4-[(2,6-dichloro-4-pyridyl)-difluoro-methyl]cyclohexanamine ClC1=NC(=CC(=C1)C([C@H]1CC[C@H](CC1)N)(F)F)Cl